(Sa)-6-(4-fluoro-1-(4-(pyridin-4-yl)benzyl)-1H-indole-7-carboxamido)spiro[3.3]heptane FC1=C2C=CN(C2=C(C=C1)C(=O)NC1CC2(CCC2)C1)CC1=CC=C(C=C1)C1=CC=NC=C1